CN1CC2CCC(C1)N2C(=O)C=2C=C1C(=NC2)NC=C1C1=CC=2N(C=C1)N=CC2C(=O)N2CCOCC2 (5-(5-(3-methyl-3,8-diazabicyclo[3.2.1]octane-8-carbonyl)-1H-pyrrolo[2,3-b]pyridin-3-yl)pyrazolo[1,5-a]pyridin-3-yl)(morpholino)methanone